NCC1=CC(=C(C(=C1)C)NC(=O)C1=CC2=C(OCCC3=C2SC=C3)C=C1C=1C(=NC(=CC1)C(=O)N1CC(C1)(F)F)C(=O)O)C 3-(9-((4-(aminomethyl)-2,6-dimethylphenyl)carbamoyl)-4,5-dihydrobenzo[b]thieno[2,3-d]oxepin-8-yl)-6-(3,3-difluoroazetidine-1-carbonyl)picolinic acid